phosphocytidine P(=O)(O)(O)O[C@H]1[C@@H](O[C@@H]([C@H]1O)CO)N1C(=O)N=C(N)C=C1